N1=CC(=CC=C1)CCNC(NC=1C=CC(=C(C1)C#CC1=CC=C(C(=O)NCCN2CC(CC2)NC(OC(C)(C)C)=O)C=C1)C1=CC=NC=C1)=O tert-butyl (1-(2-(4-((5-(3-(2-(pyridin-3-yl)ethyl)ureido)-2-(pyridin-4-yl)phenyl)ethynyl)benzamido)ethyl)pyrrolidin-3-yl)carbamate